6-[8-(1,3-benzothiazol-2-ylcarbamoyl)-3,4-dihydroisoquinolin-2(1H)-yl]-6'-oxo-1'-(tricyclo[3.3.1.13,7]dec-1-ylmethyl)-1',6'-dihydro-3,3'-bipyridine-2-carboxylic acid S1C(=NC2=C1C=CC=C2)NC(=O)C=2C=CC=C1CCN(CC21)C2=CC=C(C(=N2)C(=O)O)C2=CN(C(C=C2)=O)CC21CC3CC(CC(C2)C3)C1